2-chloro-5-methoxy-N-(3-methoxy-4-(5-methyl-3-(trifluoromethyl)-1H-pyrazol-1-yl)benzyl)pyrimidin-4-amine ClC1=NC=C(C(=N1)NCC1=CC(=C(C=C1)N1N=C(C=C1C)C(F)(F)F)OC)OC